O1C(C1)COCCO 2-[(oxiran-2-yl)methoxy]ethan-1-ol